1-(2,6-dioxopiperidin-3-yl)-2-oxo-1,2-dihydrobenzo[cd]indol-4-yl sulfurofluoridate S(OC=1C=C2C3=C(C(N(C3=CC=C2)C2C(NC(CC2)=O)=O)=O)C1)(=O)(=O)F